Cl.CN(C(O)=O)[C@H](CN)C.C(CC)[SiH](OCCCOC)C(C1=CC=CC=C1)O propyl-(hydroxybenzyl)methoxypropoxysilane (S)-Methyl-1-aminopropan-2-ylcarbamate Hydrochloric Acid Salt